ClC=1C(=NC(=NC1)NC1=C(C=C(C=C1)N1[C@@H]2CN([C@H](C1)C2)C(C)C)OC(F)F)NC=2SC=CC2C(=O)N 2-((5-chloro-2-((2-(difluorometh-oxy)-4-((1S,4S)-5-isopropyl-2,5-diazabicyclo[2.2.1]heptan-2-yl)-phenyl)amino)pyrimidin-4-yl)-amino)thiophene-3-carboxamide